BrCC1=NC(=CC=C1)CBr 2,6-bisbromomethylpyridine